C1(CC1)OCCN(CC[C@@H](C(=O)O)NC(CC(C(F)F)(C)C)=O)CCCCC1=NC=2NCCCC2C=C1 (S)-4-((2-cyclopropoxyethyl)(4-(5,6,7,8-tetrahydro-1,8-naphthyridin-2-yl)butyl)amino)-2-(4,4-difluoro-3,3-dimethylbutanamido)butanoic acid